C1(=CC=CC=C1)CCSSC(C(=O)O)C 2-[(2-phenylethylthio)sulfanyl]propanoic acid